2-(2,4-difluorophenoxy)ethan-1-one FC1=C(OCC=O)C=CC(=C1)F